3-(2-{5-[(1R,4R,7R)-7-amino-2-azabicyclo[2.2.1]heptane-2-carbonyl]-7-methoxy-1-methyl-1H-1,3-benzodiazol-2-yl}-1-(cyclopropylmethyl)-1H-indol-7-yl)azetidine-1-carboxamide N[C@H]1[C@@H]2N(C[C@H]1CC2)C(=O)C2=CC1=C(N(C(=N1)C=1N(C3=C(C=CC=C3C1)C1CN(C1)C(=O)N)CC1CC1)C)C(=C2)OC